2-(4'-fluoro-[1,1'-biphenyl]-3-yl)propan FC1=CC=C(C=C1)C1=CC(=CC=C1)C(C)C